C[N+]1=CC=C(C=C1)C1=CC=[N+](C=C1)C 1,1'-dimethyl-4,4'-bipyridine-1,1'-diium